C(=O)O.NC1=CN=NC2=CC(=CC=C12)C=1C=C(C=CC1OC1C[C@H](O[C@H](C1)C)C)B(O)O [3-(4-aminocinnolin-7-yl)-4-{[(2R,4R,6S)-2,6-dimethyloxan-4-yl]oxy}phenyl]boronic Acid Formic Acid Salt